4-benzyloxy-1-(3,4-difluorophenyl)-2-tetrahydropyran-4-yl-indole C(C1=CC=CC=C1)OC1=C2C=C(N(C2=CC=C1)C1=CC(=C(C=C1)F)F)C1CCOCC1